O=C1NC(CC[C@H]1N1C(C2=CC=C(C=C2C1)O[C@H]1[C@@H](CCCC1)N1CC(C1)C1=CC(=C(C#N)C=C1)F)=O)=O |&1:6| Rac-4-(1-((trans)-2-((2-(2,6-dioxopiperidin-3-yl)-1-oxoisoindolin-5-yl)oxy)cyclohexyl)azetidin-3-yl)-2-fluorobenzonitrile